6-chloro-5-(ethoxymethyl)-4-methylpyridazin-3-amine ClC1=C(C(=C(N=N1)N)C)COCC